ClCC(=O)N(C[C@H]1C(NCC1)=O)CC([C@H](CC(C)C)NC(=O)C=1OC2=C(C1)C(=CC=C2)F)=O N-((S)-1-(2-Chloro-N-(((S)-2-oxopyrrolidin-3-yl)methyl)acetamido)-5-methyl-2-oxohexan-3-yl)-4-fluorobenzofuran-2-carboxamide